[Na+].[N+](=O)([O-])C1=C(C=CC=C1)[O-] nitrophenolate sodium